C1(=CC=C(C=C1)C1=CC=CC=C1)C1=C(C(=O)C2=CC=CC=C2)C=CC(=C1)OCCCCCCCC 2-Xenyl-4-n-octyloxybenzophenon